(S)-2-((((9H-fluoren-9-yl)methoxy)carbonyl)amino)-3-(2-oxo-1,2-dihydrobenzo[cd]indol-6-yl)propanoic acid C1=CC=CC=2C3=CC=CC=C3C(C12)COC(=O)N[C@H](C(=O)O)CC=1C=2C3=C(C(NC3=CC1)=O)C=CC2